C(C)(C)N1CN(CN(C1)C(C)C)C(C)C 1,3,5-tri(isopropyl)hexahydro-1,3,5-triazine